C(C)(C)(C)OC(=O)N1N=CC(=C1Cl)C1NC(CNC1)C 5-chloro-4-(6-methylpiperazin-2-yl)-1H-pyrazole-1-carboxylic acid tert-butyl ester